FC(OC1=CC=C(C=C1)C1=CN=C(S1)NC(=O)C1N2C=CC=C2C(CC1)=O)F N-[5-[4-(difluoromethoxy)phenyl]thiazol-2-yl]-8-oxo-6,7-dihydro-5H-indolizine-5-carboxamide